(3S,7aS)-3-((cyclopropylmethoxy)methyl)-7a-((trityloxy)methyl)hexahydro-1H-pyrrolizine C1(CC1)COC[C@@H]1CC[C@@]2(CCCN12)COC(C1=CC=CC=C1)(C1=CC=CC=C1)C1=CC=CC=C1